FC1=CC=C(C=C1)C1=C(C=C(C=C1)C([C@H](C)O)=O)C(F)(F)F (2S)-1-[4'-fluoro-2-(trifluoromethyl)-[biphenyl]-4-yl]-2-hydroxypropan-1-one